ClC=1C(=NC=CC1)\C=C\S(=O)(=O)C1=CC=C(C=C1)F (E)-3-chloro-2-(2-(4-fluorophenylsulfonyl)vinyl)pyridine